2-[2'-hydroxy-5'-(methacryloyloxyethyl)phenyl]-5-methoxy-2H-benzotriazole OC1=C(C=C(C=C1)CCOC(C(=C)C)=O)N1N=C2C(=N1)C=CC(=C2)OC